(6R,7R)-3-[(acetoxy)methyl]-7-[2-(2-aminothiazole-4-yl)-2-(methoxyimino)acetamido]-8-oxo-5-thia-1-azabicyclo[4.2.0]oct-2-ene-2-carboxylic acid sodium salt [Na+].C(C)(=O)OCC1=C(N2C([C@H]([C@H]2SC1)NC(C(=NOC)C=1N=C(SC1)N)=O)=O)C(=O)[O-]